(S)-(1-hydroxyl-3-methoxypropan-2-yl)carbamate OC[C@@H](COC)NC([O-])=O